6-(methylsulfonyl)-N-(2,2,2-trifluoro-1-(5-fluoro-3-methylbenzofuran-2-yl)ethyl)-3H-imidazo[4,5-b]pyridin-2-amine CS(=O)(=O)C=1C=C2C(=NC1)NC(=N2)NC(C(F)(F)F)C=2OC1=C(C2C)C=C(C=C1)F